C(C1=CC=CC=C1)OC1=CC=C2C(=C(C=[N+](C2=C1)[O-])C(C)C)C1=CC(=C(C=C1)F)C 7-benzyloxy-4-(4-fluoro-3-methyl-phenyl)-3-isopropyl-1-oxido-quinolin-1-ium